methyl-butyllithium CC(CCC)[Li]